C(C)OC(=O)C1=CC=2NCC(CC2S1)C 6-methyl-4,5,6,7-tetrahydrothieno[3,2-b]pyridine-2-carboxylic acid ethyl ester